O=C1NC2=C(S(C3=C1C=CC=C3)(=O)=O)C=CC(=C2)C(=O)NCC2=CN=C(S2)C2=CC=C(C=C2)OCCCNC(C(F)(F)F)=O 11-oxo-N-((2-(4-(3-(2,2,2-trifluoroacetamido)propoxy)phenyl)thiazol-5-yl)methyl)-10,11-dihydrodibenzo[b,f][1,4]thiazepine-8-carboxamide 5,5-dioxide